N1CC(CC1)OC(=O)N1CCC(CC1)CNC1=NC(=NC=2N1N=CC2C(C)C)NC2CCOCC2 4-(((8-isopropyl-2-((tetrahydro-2H-pyran-4-yl)amino)pyrazolo[1,5-a][1,3,5]triazin-4-yl)amino)methyl)piperidine-1-carboxylic acid pyrrolidin-3-yl ester